1-[1-[(1R,5S)-3-azabicyclo[3.1.1]heptan-6-yl]-3-[7-(difluoromethyl)-6-(1-methylpyrazol-4-yl)-3,4-dihydro-2H-quinolin-1-yl]-6,7-dihydro-4H-pyrazolo[4,3-c]pyridin-5-yl]ethanone [C@@H]12CNC[C@@H](C1N1N=C(C=3CN(CCC31)C(C)=O)N3CCCC1=CC(=C(C=C31)C(F)F)C=3C=NN(C3)C)C2